tolylresorcinol C1(=C(C=CC=C1)C1=C(O)C=CC=C1O)C